(R)-3-methyl-8-(6-(1-(2-(pyrrolidin-1-yl)ethoxy)ethyl)pyridin-3-yl)-1-(tetrahydro-2H-pyran-4-yl)-1H-imidazo[4,5-c]cinnolin-2(3H)-one CN1C(N(C2=C1N=NC=1C=CC(=CC21)C=2C=NC(=CC2)[C@@H](C)OCCN2CCCC2)C2CCOCC2)=O